3-(5-amino-2-((3-hydroxyazetidin-1-yl)methyl)-8-(pyrimidin-4-yl)-[1,2,4]triazolo[1,5-c]pyrimidin-7-yl)benzonitrile NC1=NC(=C(C=2N1N=C(N2)CN2CC(C2)O)C2=NC=NC=C2)C=2C=C(C#N)C=CC2